Methyl (R)-4-acetylmorpholine-2-carboxylate C(C)(=O)N1C[C@@H](OCC1)C(=O)OC